(6S)-6-[2-Chloro-3-(6-cyclopropyl-pyridin-3-yl)phenyl]-2-imino-6-methyl-3-[(2S*,4R*)-2-methyl-1,1-dioxothian-4-yl]hexahydro-pyrimidin-4-one hydrochloride Cl.ClC1=C(C=CC=C1C=1C=NC(=CC1)C1CC1)[C@@]1(CC(N(C(N1)=N)[C@H]1C[C@@H](S(CC1)(=O)=O)C)=O)C |o1:24,26|